3-Aminopropylsilane NCCC[SiH3]